5-phenyl-2-(4-(trifluoromethyl)phenyl)-6H-1,3,4,2-dioxazaborinine C1(=CC=CC=C1)C1=NOB(OC1)C1=CC=C(C=C1)C(F)(F)F